COC1=C(OC=2C(=C(C(=NC2)C(F)(F)F)C)C(=O)OC)C=CC(=C1)OC(F)(F)F methyl 5-[2-methoxy-4-(trifluoromethoxy)phenoxy]-3-methyl-2-(trifluoromethyl)pyridine-4-carboxylate